Cl.NC1=NC2=NC=C(N=C2C(=N1)N)CO (2,4-diaminopteridin-6-yl)methanol hydrochloride